C(C(=C)C)(=O)OC(C)OCCCCCC 1-normal hexyloxyethyl methacrylate